FC1=C(C(=CC=C1)F)N1C(C(N=CC2=C1C=CC=C2)CC)=NN 2,6-difluorophenyl-3-ethyl-1,3-dihydro-1,4-benzodiazepin-2-one hydrazone